Cl.OC1=NC=CC(=C1)C1=CC(=C(C=C1)C=1N=C2N(C(C1)=O)C=C(C=C2)C=2CCNCC2)OC 2-[4-(2-Hydroxypyridin-4-yl)-2-methoxyphenyl]-7-(1,2,3,6-tetrahydropyridin-4-yl)-4H-pyrido[1,2-a]pyrimidin-4-one hydrochloride